C1CC12OCC[C@H]2NC(OC(C)(C)C)=O tert-butyl (R)-(4-oxaspiro[2.4]heptan-7-yl)carbamate